C(C)(C)(C)OC(=O)N(C)CCCN 3-(N-t-butoxycarbonyl-N-methylamino)propylamine